isovalerylamine nitrite N(=O)O.C(CC(C)C)(=O)N